3-(4-cyclopropyl-6-methoxy-1-oxoisoindolin-2-yl)piperidine-2,6-dione C1(CC1)C1=C2CN(C(C2=CC(=C1)OC)=O)C1C(NC(CC1)=O)=O